CC1(CCCC1)NC1=NC=C(C(=N1)NC1CCC(CC1)C(=O)N)[N+](=O)[O-] (1S,4S)-4-((2-((1-methylcyclopentyl)amino)-5-nitropyrimidin-4-yl)amino)cyclohexane-1-carboxamide